FF monofluoro fluoride